N-((S)-2-(dimethylamino)-3-(4-hydroxyphenyl)propyl)-3-(pyrimidin-2-yl)-3-(1-(trifluoromethyl)cyclopropyl)propanamide CN([C@H](CNC(CC(C1(CC1)C(F)(F)F)C1=NC=CC=N1)=O)CC1=CC=C(C=C1)O)C